(7-Methoxy-2,4-diphenyl-3,4-dihydroquinazolin-3-yl)acetonitrile COC1=CC=C2C(N(C(=NC2=C1)C1=CC=CC=C1)CC#N)C1=CC=CC=C1